CONCCC1=CNC2=CC=CC=C12 methoxy-tryptamine